(2-((4-(7-(((2S,5R)-5-Aminotetrahydro-2H-pyran-2-yl)methyl)-2,7-diazaspiro[3.5]nonan-2-yl)pyrimidin-5-yl)oxy)-5-fluorophenyl)((3S,5R)-3,5-dimethylmorpholino)methanone, hydrochloride Cl.N[C@@H]1CC[C@H](OC1)CN1CCC2(CN(C2)C2=NC=NC=C2OC2=C(C=C(C=C2)F)C(=O)N2[C@H](COC[C@H]2C)C)CC1